O[C@@]12[C@@](OC([C@H]2[C@H](CC1=O)C)=O)(C)CC\C=C(\CCCO)/C (1S,4R,5S,8S)-5-Hydroxy-4-[(E)-7-hydroxy-4-methylhept-3-enyl]4,8-dimethyl-3-oxabicyclo[3.3.0]octan-2,6-dione